O1C=CC2=NC=CC=C21 furo[3,2-b]pyridine